1-homoallylpseudouridine C(CC=C)N1C=C([C@H]2[C@H](O)[C@H](O)[C@@H](CO)O2)C(NC1=O)=O